2-hydroxy-4,4'-di-n-butoxybenzophenone OC1=C(C(=O)C2=CC=C(C=C2)OCCCC)C=CC(=C1)OCCCC